FC(=C1CCC(CC1)O)F 4-(difluoromethylene)cyclohexan-1-ol